3-(3-acrylamido-4-methylphenyl)-N-((4-methyl-4H-1,2,4-triazol-3-yl)methyl)-2-(4-(4-methylpiperazin-1-yl)phenyl)-1H-pyrrolo[2,3-b]pyridine-5-carboxamide C(C=C)(=O)NC=1C=C(C=CC1C)C1=C(NC2=NC=C(C=C21)C(=O)NCC2=NN=CN2C)C2=CC=C(C=C2)N2CCN(CC2)C